COC(=O)C1CC(N(CC1)CC1=C(C(=CC=C1)Cl)F)CC 1-(3-chloro-2-fluorobenzyl)-2-ethylpiperidine-4-carboxylic acid methyl ester